(4-(1H-indol-3-yl)-2-(pyrrolidin-3-ylamino)-5,8-dihydropyrido[3,4-d]pyrimidin-7(6H)-yl)(1-(trifluoromethyl)cyclopropyl)methanone N1C=C(C2=CC=CC=C12)C=1C2=C(N=C(N1)NC1CNCC1)CN(CC2)C(=O)C2(CC2)C(F)(F)F